C(C1CO1)N(C1=C(C=C(C=C1)OCC1CO1)C)CC1CO1 N,N,O-triglycidyl-4-amino-3-methyl-phenol